6-bromo-1,1,4,4-Tetramethyl-1,2,3,4-tetrahydronaphthalene BrC=1C=C2C(CCC(C2=CC1)(C)C)(C)C